FC(OC1=NC=2C(=NC(=CC2)C(=O)O)N1C)F (difluoromethoxy)-3-methyl-3H-imidazo[4,5-b]pyridine-5-carboxylic acid